C(C)(C)(C)N(C(O)=O)C1=C(C2=CC=CC=C2C(=C1)O)F.COC1=C(CN(S(=O)(=O)C2=C(C=C(C(=C2)F)F)F)C2=NC=NS2)C=CC(=C1)OC N-(2,4-dimethoxybenzyl)-2,4,5-trifluoro-N-(1,2,4-thiadiazol-5-yl)benzenesulfonamide Tert-butyl(1-fluoro-4-hydroxynaphthalen-2-yl)carbamate